8-((3-(5-Oxopyrrolidin-3-yl)phenyl)-λ3-iodanylidene)-6,10-dioxaspiro[4.5]decane-7,9-dione O=C1CC(CN1)C=1C=C(C=CC1)I=C1C(OC2(CCCC2)OC1=O)=O